3-cyclopropyl-N-(2-fluoro-2-methylpropyl)-7-[(1-methylpyrazolo[3,4-c]pyridin-4-yl)amino]-8,9-dihydro-7H-cyclopenta[h]isoquinoline-5-sulfonamide C1(CC1)C=1N=CC=2C3=C(C=C(C2C1)S(=O)(=O)NCC(C)(C)F)C(CC3)NC3=C1C(=CN=C3)N(N=C1)C